C(C1=CC=CC=C1)N(C(COCCCC(C(=O)OCC)(C(F)(F)F)O)(C)C)CC1=CC=CC=C1 Ethyl 5-[2-(dibenzylamino)-2-methyl-propoxy]-2-hydroxy-2-(trifluoromethyl)pentanoate